8-bromo-3,7-dimethyl-1-phenethyl-3,7-dihydro-1H-purine-2,6-dione BrC1=NC=2N(C(N(C(C2N1C)=O)CCC1=CC=CC=C1)=O)C